ClC1=NC(=CC(=N1)NC1CCN(CC1)C(C)=O)C(=O)N1C[C@H]([C@@H](CC1)N1CC2=CC=CC=C2CC1)O 1-(4-((2-chloro-6-((trans)-4-(3,4-dihydroisoquinolin-2(1H)-yl)-3-hydroxypiperidine-1-carbonyl)pyrimidin-4-yl)amino)piperidin-1-yl)ethan-1-one